CC1=CC=C(C=C1)S(=O)(=O)OCC(CO)OC1=CC2=C(N=C(S2)\C=C\C=C\C=2C=NC(=CC2)N(C)C)C=C1 2-(2-((1E,3E)-4-(6-(dimethyl amino)pyridine-3-yl)buta-1,3-dienyl)benzo[d]thiazole-6-yloxy)-2-hydroxymethyl-ethyl 4-methyl-benzenesulfonate